Cl.Cl.N1CCC(CC1)C1=C(N=C2N1C=CC=C2)C(=O)N (piperidin-4-yl)imidazo[1,2-a]pyridine-2-carboxamide dihydrochloride